Methyl (6-bromo-4-chloroisoquinolin-1-yl)carbamate BrC=1C=C2C(=CN=C(C2=CC1)NC(OC)=O)Cl